(2S,4R)-4-(difluoromethoxy)pyrrolidine-1,2-dicarboxylate FC(O[C@@H]1C[C@H](N(C1)C(=O)[O-])C(=O)[O-])F